C1(=CC=CC=C1)[C@H](C)OC1=CC=C(C(=O)O)C=C1 (S)-4-(1-Phenylethoxy)benzoic acid